2-fluoro-5-({4-[({3-[methyl(methylsulfonyl)amino]pyrazin-2-yl}methyl)amino]-5-(trifluoromethyl)pyrimidin-2-yl}amino)benzamide FC1=C(C(=O)N)C=C(C=C1)NC1=NC=C(C(=N1)NCC1=NC=CN=C1N(S(=O)(=O)C)C)C(F)(F)F